O=C1NC(CCC1N1C(C=2C=C3C(=CC2C1=O)CC(C3)=O)=O)=O 2-(2,6-dioxopiperidin-3-yl)-5,7-dihydrocyclopenta[f]isoindol-1,3,6(2H)-trione